ClC1=C(CN2CC(CCC2)C2=CC=NC=3N2N=C(C3C3=CC=NC=C3)C)C=CC(=C1)Cl 7-(1-(2,4-Dichlorobenzyl)piperidin-3-yl)-2-methyl-3-(pyridin-4-yl)pyrazolo[1,5-a]pyrimidine